OC/C=C/C(=O)N1CC(C1)N1C(C2=C(C(=C1)C1=CC=C(C=C1)OC(F)(F)F)N=CN2C)=O (E)-5-(1-(4-Hydroxybut-2-enoyl)azetidin-3-yl)-3-methyl-7-(4-(trifluoromethoxy)phenyl)-3,5-dihydro-4H-imidazo[4,5-c]pyridin-4-one